[2-(2-cyclopentylphenyl)-2-hydroxy-acetoxy]-1,1-dimethylpyrrolium chloride [Cl-].C1(CCCC1)C1=C(C=CC=C1)C(C(=O)OC=1[N+](C=CC1)(C)C)O